6-{7-[(3S,4S)-3-fluoro-2,2,6,6-tetramethylpiperidin-4-yl]-6,7-dihydro-5H-pyrrolo[2,3-c]pyridazin-3-yl}-7-hydroxy-4H-1-benzopyran-4-one F[C@@H]1C(NC(C[C@@H]1N1CCC2=C1N=NC(=C2)C=2C(=CC1=C(C(C=CO1)=O)C2)O)(C)C)(C)C